5-(4-(piperazine-1-carbonyl)phenyl)-N-(3-ethylphenylphenyl)nicotinamide N1(CCNCC1)C(=O)C1=CC=C(C=C1)C=1C=NC=C(C(=O)NC2=C(C=CC=C2)C2=CC(=CC=C2)CC)C1